4-hydroxy-4-(perfluoroethyl)cyclohexan-1-one OC1(CCC(CC1)=O)C(C(F)(F)F)(F)F